OCCC=1C=C(CNCCCCOCCNC2=C3C=NNC3=CC(=C2)C=2C=NNC2C#N)C=C(C1)OC(F)(F)F 4-(4-((2-(4-((3-(2-hydroxyethyl)-5-(trifluoromethoxy)benzyl)amino)butoxy)ethyl)amino)-1H-indazol-6-yl)-1H-pyrazole-5-carbonitrile